N1-(2-{[(3-fluorophenyl)(methyl)amino]methyl}-7-(piperidin-1-yl)quinazolin-4-yl)ethane-1,2-diamine FC=1C=C(C=CC1)N(C)CC1=NC2=CC(=CC=C2C(=N1)NCCN)N1CCCCC1